4,7-dichloro-1-(2-isopropyl-4-methylpyridin-3-yl)pyrido[4,3-d]pyrimidin-2(1H)-one ClC=1C2=C(N(C(N1)=O)C=1C(=NC=CC1C)C(C)C)C=C(N=C2)Cl